N1-(5-benzylpyrimidin-2-yl)-N2-methyl-N2-(6-(1-methyl-1H-pyrazol-4-yl)pyrazolo[1,5-a]pyridin-3-yl)ethane-1,2-diamine C(C1=CC=CC=C1)C=1C=NC(=NC1)NCCN(C=1C=NN2C1C=CC(=C2)C=2C=NN(C2)C)C